CC(C(=O)OC)(C(=O)NC=1C=NN(C1)CC(=O)N(CCOC1=CC=C(C=C1)C)C)C methyl 2,2-dimethyl-3-[[1-[2-[methyl-[2-(4-methylphenoxy)ethyl] amino]-2-oxo-ethyl] pyrazol-4-yl] amino]-3-oxo-propanoate